ClC=1C=C(C(=NC1)OC1=CC=C(C=C1)C1=C(C=CC(=N1)CC(CC(=O)OCC)=O)F)F ethyl 4-(6-(4-((5-chloro-3-fluoropyridin-2-yl) oxy) phenyl)-5-fluoropyridin-2-yl)-3-oxobutanoate